Methyl 1-methyl-1H-benzo[d]imidazole-5-carboxylate CN1C=NC2=C1C=CC(=C2)C(=O)OC